2-((1R,3R)-3-(methoxymethyl)cyclohexyl)quinoline-6-carbaldehyde COC[C@H]1C[C@@H](CCC1)C1=NC2=CC=C(C=C2C=C1)C=O